(3-tert-butyl-2,5-dimethyl-cyclopentadienyl)(3,6-di-tert-butylfluorenyl)zirconium dichloride [Cl-].[Cl-].C(C)(C)(C)C1=C(C(C(=C1)C)[Zr+2]C1=CC(=CC=2C3=CC(=CC=C3CC12)C(C)(C)C)C(C)(C)C)C